(S)-3-(2-((4-(3-((2-(1-hydroxyethyl)-1H-imidazol-1-yl)methyl)isoxazol-5-yl)phenyl)ethynyl)-7-azaspiro[3.5]nonan-7-yl)propanoic acid methyl ester COC(CCN1CCC2(CC(C2)C#CC2=CC=C(C=C2)C2=CC(=NO2)CN2C(=NC=C2)[C@H](C)O)CC1)=O